FC1(CNC(N(C1)CC=1C=CC2=C(NC(=N2)[C@H](COC(C(F)(F)F)(C)C)NC(=O)C2=CC=NN2C(C)C)C1)=O)F (R)-N-(1-(6-((5,5-Difluoro-2-oxotetrahydropyrimidin-1(2H)-yl)methyl)-1H-benzo[d]imidazol-2-yl)-2-((1,1,1-trifluoro-2-methylpropan-2-yl)oxy)ethyl)-1-isopropyl-1H-pyrazole-5-carboxamide